COC1=CC2=C(NC(OC23CCN(CC3)C(C=CC(=O)NC3=C(C=CC=C3)[N+](=O)[O-])=O)=O)C=C1 4-(6-methoxy-2-oxo-1,2-dihydrospiro[benzo[d][1,3]oxazin-4,4'-piperidin]-1'-yl)-N-(2-nitrophenyl)-4-oxobut-2-enamide